[Br-].C(CCC)[NH3+] N-butylammonium bromide